N-(6-amino-5-ethyl-3-pyridyl)-2-oxo-2-[(2R,5S)-5-methyl-2-[3-(4-methylpiperazin-1-yl)phenyl]-1-piperidyl]acetamide NC1=C(C=C(C=N1)NC(C(N1[C@H](CC[C@@H](C1)C)C1=CC(=CC=C1)N1CCN(CC1)C)=O)=O)CC